8'-Bromo-7'-fluoro-1-isopentyl-3'-methylspiro[azetidine-3,1'-pyrrolo[2,3-c]quinolin]-2'(3'H)-one BrC1=CC=2C3=C(C=NC2C=C1F)N(C(C31CN(C1)CCC(C)C)=O)C